pyridol N1=C(C=CC=C1)O